[Pb].C(C1=CC=CC=C1)OC1=C(C(=CC=C1)O)C(C=CC1=CC(=C(C(=C1)OCC1=CC=CC=C1)OCC1=CC=CC=C1)OCC1=CC=CC=C1)=O 1-(2-(benzyloxy)-6-hydroxyphenyl)-3-(3,4,5-tris(benzyloxy)phenyl)prop-2-en-1-one lead